C(=O)(O)CN(CCN(CC(=O)O)CC(=O)O)CCN(CC(=O)O)CC(=O)O 2'''-{[(Carboxymethyl)azanediyl]bis(ethane-2,1-diylnitrilo)}tetraacetic acid